tert-butyl 8-[2-[4-[(2,6-dioxo-3-piperidyl)amino]-2-fluoro-phenyl]-2,6-diazaspiro[3.3]heptan-6-yl]octanoate O=C1NC(CCC1NC1=CC(=C(C=C1)N1CC2(C1)CN(C2)CCCCCCCC(=O)OC(C)(C)C)F)=O